C(CCCCC)[SiH](O[Si](C)(C)O[SiH](C)C)CCCCCC di-n-hexyl-[(dimethylsiloxy)dimethyl-siloxy]silane